N-(cis-4-(difluoromethoxy)cyclohexyl)-5-(1-methyl-1H-benzo[d][1,2,3]triazol-6-yl)pyrrolo[2,1-f][1,2,4]triazin-2-amine FC(O[C@H]1CC[C@H](CC1)NC1=NN2C(C=N1)=C(C=C2)C=2C=CC1=C(N(N=N1)C)C2)F